C(=O)(OCC1C2=CC=CC=C2C2=CC=CC=C12)N[C@@H](CCC(=O)O)C(=O)O N-fmocglutamic acid